O1C(CCC1CO)CO Tetrahydro-2,5-furandimethanol